tetrahydro-2H-pyran-3-yl cis-2-(biphenyl-3-ylmethyl)-3-((methylsulfonyl) amino)piperidine-1-carboxylate C1(=CC(=CC=C1)C[C@@H]1N(CCC[C@@H]1NS(=O)(=O)C)C(=O)OC1COCCC1)C1=CC=CC=C1